Phenyluracil C1=CC=C(C=C1)N2C=CC(=O)NC2=O